6-amino-3-chloropicolinonitrile NC1=CC=C(C(=N1)C#N)Cl